NCC1CC2N(CC3CNCC2C3)C(C1)=O 10-(aminomethyl)decahydro-8H-1,5-methanopyrido[1,2-a][1,5]diazocine-8-one